(6-(4-cyclopentyl-4H-1,2,4-triazol-3-yl)pyridin-2-yl)-7-fluoro-3-oxo-3,4-dihydro-2H-benzo[b][1,4]oxazine-6-carboxamide C1(CCCC1)N1C(=NN=C1)C1=CC=CC(=N1)C1C(NC2=C(O1)C=C(C(=C2)C(=O)N)F)=O